24-[(2,6-difluorophenyl)(hydroxyl)methyl]-5α-cholane FC1=C(C(=CC=C1)F)C(CCC[C@@H](C)[C@H]1CC[C@H]2[C@@H]3CC[C@H]4CCCC[C@]4(C)[C@H]3CC[C@]12C)O